OC(C)(C)C=1SC(=CN1)S(=O)(=O)N 2-(2-hydroxypropan-2-yl)thiazole-5-sulfonamide